Benzyl ((R)-1-((S)-2-((tert-butoxycarbonyl)amino)-3-(3-cyanophenyl)propanoyl)piperidin-3-yl)carbamate C(C)(C)(C)OC(=O)N[C@H](C(=O)N1C[C@@H](CCC1)NC(OCC1=CC=CC=C1)=O)CC1=CC(=CC=C1)C#N